BrC=1C(=NN(C1C1=CC(=C(C=C1)F)F)C1=NC=CC=C1F)OCC(=O)OCC Ethyl {[4-bromo-5-(3,4-difluorophenyl)-1-(3-fluoropyridin-2-yl)-1H-pyrazol-3-yl]oxy}acetate